2-(4-((8-fluoro-2-methyl-3-oxo-3,4-dihydroquinoxalin-6-yl)methyl)piperazin-1-yl)-N-methylthiazol-5-formamide FC=1C=C(C=C2NC(C(=NC12)C)=O)CN1CCN(CC1)C=1SC(=CN1)C(=O)NC